FC=1C=2N(C=C(C1)NC(=O)C1=C(C=C(S1)N1C(CN(CC1)C(=O)OC(C)(C)C)=O)OC)C=C(N2)C tert-butyl 4-[5-([8-fluoro-2-methylimidazo[1,2-a]pyridin-6-yl]carbamoyl)-4-methoxythiophen-2-yl]-3-oxopiperazine-1-carboxylate